The molecule is a polyunsaturated dicarboxylic acid dianion. It has a role as a Saccharomyces cerevisiae metabolite. It is a conjugate base of a chorismic acid. C=C(C(=O)[O-])O[C@@H]1C=C(C=C[C@H]1O)C(=O)[O-]